chloro-8-methyl-1,5-naphthyridin-4-ol ClC1=NC2=C(C=CN=C2C(=C1)O)C